CC1=NN=C(S1)CC=O 2-(5-methyl-1,3,4-thiadiazol-2-yl)ethan-1-one